di-tertbutyl carbonate C(OC(C)(C)C)(OC(C)(C)C)=O